1-((S)-7-(4-fluorobenzoyl)-3-(3-((R)-1-fluoroethyl)-1,2,4-thiadiazol-5-yl)-8-methyl-5,6,7,8-tetrahydroimidazo[1,5-a]pyrazin-1-yl)pyrrolidin-2-one FC1=CC=C(C(=O)N2[C@H](C=3N(CC2)C(=NC3N3C(CCC3)=O)C3=NC(=NS3)[C@@H](C)F)C)C=C1